FC=1C=C(C=C(C1)F)N1N=C(C=2CCC3=C(C12)C=C(C(=C3)OC)C3=CC=NC=C3)C(=O)N3C(COCC3)(C)C [1-(3,5-difluorophenyl)-7-methoxy-8-(4-pyridyl)-4,5-dihydrobenzo[g]indazol-3-yl]-(3,3-dimethylmorpholin-4-yl)methanone